5-(3-amino-3-(6-methylpyridin-2-yl)piperidin-1-yl)-2-cyclopropylpyridin NC1(CN(CCC1)C=1C=CC(=NC1)C1CC1)C1=NC(=CC=C1)C